NC1(CCCCCC1)C(=O)O (1-aminocycloheptyl)carboxylic acid